4-Hydroxyphenylboronic acid OC1=CC=C(C=C1)B(O)O